C1(=CC=CC=C1)C1(CNCC1)C(=O)NCC1CCNCC1 3-phenyl-N-(4-piperidylmethyl)pyrrolidine-3-carboxamide